Cl.CC1(OCCN(C1)C=1C=C2C(=NC=NN2C1)C1=CC(=C(C=C1)CN)C)C (4-(6-(2,2-dimethylmorpholino)pyrrolo[2,1-f][1,2,4]triazin-4-yl)-2-methylphenyl)methanamine hydrochloride